3-((3-((8-(4-Cyanophenyl)-2,3-dihydro-4H-pyrido[4,3-b][1,4]oxazin-4-yl)sulfonyl)azetidin-1-yl)sulfonyl)benzonitrile C(#N)C1=CC=C(C=C1)C1=CN=CC2=C1OCCN2S(=O)(=O)C2CN(C2)S(=O)(=O)C=2C=C(C#N)C=CC2